ClC=1C=CC(=C(C(=O)N[C@@H](C)C2=CC=C(C(=O)O)C=C2)C1)OC1=CC(=CC=C1)C 4-((1S)-1-{[5-chloro-2-(3-methylphenoxy)benzoyl]amino}ethyl)benzoic acid